5-Bromo-2-[(1R,6R)-6-isopropenyl-3-methyl-cyclohex-2-en-1-yl]benzene-1,3-diol BrC=1C=C(C(=C(C1)O)[C@@H]1C=C(CC[C@H]1C(=C)C)C)O